2',4',6'-trihydroxyacetophenone monohydrate O.OC1=C(C(=CC(=C1)O)O)C(C)=O